(3S,6S,7R,8R)-8-benzyl-3-{3-[(isobutyryloxy) methoxy]-4-methoxypyridine-2-carboxamido}-6-methyl-4,9-dioxo-1,5-dioxononan-7-yl isobutyrate C(C(C)C)(=O)O[C@@H]([C@@H](C(C([C@H](CC=O)NC(=O)C1=NC=CC(=C1OCOC(C(C)C)=O)OC)=O)=O)C)[C@H](C=O)CC1=CC=CC=C1